(R)-6-Fluoro-4-(4-fluorophenyl)-N-(1-methylpyrrolidin-3-yl)-3,4-dihydroquinoxaline FC=1C=C2N(CCN(C2=CC1)[C@H]1CN(CC1)C)C1=CC=C(C=C1)F